FCC(CF)N1C[C@H]([C@@H](CC1)CC1=C2C=CNC2=C(C=C1C)C)C=1C=NN(C1)C 4-(((3R,4R)-1-(1,3-difluoropropan-2-yl)-3-(1-methyl-1H-pyrazol-4-yl)piperidin-4-yl)methyl)-5,7-dimethyl-1H-indole